5-bromo-2-[(4-ethyl-2,6-difluorophenyl)ethynyl]thieno[3,2-b]thiophene BrC1=CC=2SC(=CC2S1)C#CC1=C(C=C(C=C1F)CC)F